1,2trans-cyclohexanediamine [C@@H]1([C@@H](CCCC1)N)N